C1(CC1)C1=NN(C=N1)C1CC2(CN(C2)C(=O)N2CC3(CN(C3)S(=O)(=O)C=3C=C(C#N)C=CC3)C2)C1 3-[[6-[6-(3-cyclopropyl-1,2,4-triazol-1-yl)-2-azaspiro[3.3]heptane-2-carbonyl]-2,6-diazaspiro[3.3]heptan-2-yl]sulfonyl]benzonitrile